COC(=O)C=1N=CC2=C(C=CC=C2C1OCC1=CC=CC=C1)C(F)(F)F.C(#C)C=1SC=C(N1)C(=O)NCCC1=CC=C(C=C1)C=1C=NC=CC1 2-ethynyl-N-(4-(pyridin-3-yl)phenethyl)thiazole-4-carboxamide Methyl-4-(benzyloxy)-8-(trifluoromethyl)isoquinoline-3-carboxylate